4-([18F]Fluoromethyl)-3-methyl-pyrrolidin-2-one [18F]CC1C(C(NC1)=O)C